C1(CCCCCC1)N1C=NC(=C1C1=C2C(=NC=C1)NC=C2)C2=CC=C(C=C2)F 4-(1-cycloheptyl-4-(4-fluorophenyl)-1H-imidazol-5-yl)-1H-pyrrolo[2,3-b]Pyridine